N-(1-((2,5-difluorophenyl)amino)-6-methylisoquinolin-5-yl)-4-((2,4-dimethoxybenzyl)amino)quinazoline-8-carboxamide FC1=C(C=C(C=C1)F)NC1=NC=CC2=C(C(=CC=C12)C)NC(=O)C=1C=CC=C2C(=NC=NC12)NCC1=C(C=C(C=C1)OC)OC